7-chloro-2-((2,4-difluorophenyl)thio)-1-methyl-5-(2-methylpyridin-3-yl)-1,5-dihydro-4H-imidazo[4,5-c]quinolin-4-one ClC=1C=CC=2C3=C(C(N(C2C1)C=1C(=NC=CC1)C)=O)N=C(N3C)SC3=C(C=C(C=C3)F)F